(R)-(+)-trans-N-(4-pyridyl)-4-(1-aminoethyl)-cyclohexanamide N1=CC=C(C=C1)NC(=O)[C@@H]1CC[C@H](CC1)[C@@H](C)N